5-ethynyl-1H-indazol C(#C)C=1C=C2C=NNC2=CC1